C1(CCCCC1)C1=NNC=C1C(=O)N1CC2(CCCC2)C(CC1)(O)CN1C=C(C(=CC1=O)C1=CC=CC=C1)C(=O)N(C)C 1-((7-(3-Cyclohexyl-1H-pyrazole-4-carbonyl)-10-hydroxy-7-azaspiro[4.5]decan-10-yl)methyl)-N,N-dimethyl-6-oxo-4-phenyl-1,6-dihydropyridine-3-carboxamide